C1(CC1)N1C(NC2=CC(=CC=C2C1=O)CN1CCN(CC1)C=1C=CC(=NC1F)C(=O)NC)=O 5-(4-((3-cyclopropyl-2,4-dioxo-1,2,3,4-tetrahydroquinazolin-7-yl)methyl)piperazin-1-yl)-6-fluoro-N-methylpicolinamide